NC=1SC2=C(C=NC=C2N2C[C@@H](OC[C@@H]2C)C(=O)N2[C@H](C3=C(C=C(C=C3CC2)Cl)Cl)C)N1 ((2R,5S)-4-(2-aminothiazolo[4,5-c]pyridin-7-yl)-5-methylmorpholin-2-yl)((S)-6,8-dichloro-1-methyl-3,4-dihydroisoquinolin-2(1H)-yl)methanone